2-bromo-5-(5-methyltriazol-1-yl)phenol BrC1=C(C=C(C=C1)N1N=NC=C1C)O